tert-Butyl 4-((6-chloropyrimidin-4-yl)oxy)piperidine-1-carboxylate ClC1=CC(=NC=N1)OC1CCN(CC1)C(=O)OC(C)(C)C